3-(4-amino-2-oxo-7-(trifluoromethyl)-pyrido[2,3-d]pyrimidin-1(2H)-yl)-benzonitrile NC=1C2=C(N(C(N1)=O)C=1C=C(C#N)C=CC1)N=C(C=C2)C(F)(F)F